[C@@H]1([C@H](O)[C@@H](O)[C@H](O)[C@H](O1)CO)OC1=CC=C(C=C1)N=NC1=C(C(=C(C(=C1O)N=NC1=CC=C(C=C1)O[C@H]1[C@H](O)[C@@H](O)[C@H](O)[C@H](O1)CO)O)N=NC1=CC=C(C=C1)O[C@H]1[C@H](O)[C@@H](O)[C@H](O)[C@H](O1)CO)O 1,3,5-tris(4-beta-D-glucopyranosyloxy-phenylazo)-2,4,6-trihydroxybenzene